2,6-diethyl-4-methylphenylpropionamide C(C)C1=C(C(=CC(=C1)C)CC)C(C(=O)N)C